COC(=O)C1=NC(=NC(=C1)C=1C=NN(C1)C)Cl 2-chloro-6-(1-methyl-1H-pyrazol-4-yl)pyrimidine-4-carboxylic acid methyl ester